FC=1C(=C(C(=O)OC=2C=C(C=NC2)C=2C=C3C(=NC=NC3=CC2)N2CCN(CC2)C(=O)OC(C)(C)C)C=C(C1)C)S(N)(=O)=O Tert-butyl 4-(6-(5-((3-fluoro-5-methyl-2-sulfamoylbenzoyl)oxy)pyridin-3-yl)quinazolin-4-yl)piperazine-1-carboxylate